CN1N=CC(=C1C#N)B1OC(C(O1)(C)C)(C)C 1-methyl-4-(4,4,5,5-tetramethyl-1,3,2-dioxaborolan-2-yl)-1H-pyrazole-5-carbonitrile